C(CCCCCCCC)N(CCN(CCOC(CCCCCCCCCCCCC)=O)CCCCCCCCC)CCCCCCCCC 2-((2-(Dinonylamino)ethyl)(nonyl)amino)ethyltetradecanoate